(R)-(4-(2,3-difluoro-4-(1H-pyrazol-4-yl)phenyl)-3-methylpiperazin-1-yl)(pyrrolidine-1-yl)methanone FC1=C(C=CC(=C1F)C=1C=NNC1)N1[C@@H](CN(CC1)C(=O)N1CCCC1)C